6-[8-(1,3-benzothiazol-2-ylcarbamoyl)-3,4-dihydroisoquinolin-2(1H)-yl]-3-{1-[2-(morpholin-4-ylsulfonyl)benzyl]-1H-pyrazol-4-yl}pyridine-2-carboxylic acid tert-butyl ester C(C)(C)(C)OC(=O)C1=NC(=CC=C1C=1C=NN(C1)CC1=C(C=CC=C1)S(=O)(=O)N1CCOCC1)N1CC2=C(C=CC=C2CC1)C(NC=1SC2=C(N1)C=CC=C2)=O